7-(2-((2-cyclopropyl-4-(piperazin-1-yl)phenyl)amino)-5-(trifluoromethyl)pyrimidin-4-yl)-4-methyl-3,4-dihydrothieno[2,3-f][1,4]thiazepin-5(2H)-one 1,1-dioxide C1(CC1)C1=C(C=CC(=C1)N1CCNCC1)NC1=NC=C(C(=N1)C1=CC2=C(C(N(CCS2(=O)=O)C)=O)S1)C(F)(F)F